NC1=NN2C(N=C(C=C2)C=2C=C3CN(C(C3=C(C2)OC(F)(F)F)=O)[C@@H](C)C2CC2)=C1C(=O)N[C@@H](CO)C(C)C 2-amino-5-{2-[(1S)-1-cyclopropylethyl]-1-oxo-7-(trifluoromethoxy)-2,3-dihydro-1H-isoindol-5-yl}-N-[(2R)-1-hydroxy-3-methylbutan-2-yl]pyrazolo[1,5-a]pyrimidine-3-carboxamide